sodium behenyl alcohol C(CCCCCCCCCCCCCCCCCCCCC)O.[Na]